FC=1C=C(C=CC1F)[C@H](C)NC(=O)C1=NC(=CN=C1NCC1=CC=C(C=C1)C1=NC(=C(N=C1)N)NCC(CO)O)C#N 3-{4-[5-Amino-6-(2,3-dihydroxy-propylamino)-pyrazin-2-yl]-benzylamino}-6-cyano-pyrazine-2-carboxylic acid [(S)-1-(3,4-difluoro-phenyl)-ethyl]-amide